CN(CCN1N=NN=C1S)C 1-(2-dimethylaminoethyl)-1H-tetrazole-5-thiol